N1=C(C(=CC=C1)C(C(=O)O)C(=O)O)C1=NC=CC=C1 2,2'-bipyridyl-malonic acid